[Si](C1=CC=CC=C1)(C1=CC=CC=C1)(C(C)(C)C)OCCCCCC(C(C)=O)=C 8-((tert-butyldiphenylsilyl)oxy)-3-methyleneoctan-2-one